hexamethylenebis(3,5-di-t-butyl-4-hydroxyphenyl-propionamide) C(C)(C)(C)C=1C=C(C=C(C1O)C(C)(C)C)C(C(=O)N)(C)CCCCCCC(C(=O)N)(C)C1=CC(=C(C(=C1)C(C)(C)C)O)C(C)(C)C